(S)- and (R)-1-(6-(2-((4-cyanophenethyl)amino)-2-phenylacetamido)pyridin-3-yl)-N,N-diethylpiperidine-4-carboxamide C(#N)C1=CC=C(CCN[C@H](C(=O)NC2=CC=C(C=N2)N2CCC(CC2)C(=O)N(CC)CC)C2=CC=CC=C2)C=C1 |r|